C(C)C(C(=O)O)(CC(C)C)O.OC(C(=O)OCC)CC(C)C Ethyl 2-hydroxy-4-methylpentanoate (Ethyl 2-hydroxy-4-methylpentanoate)